C(#N)C1=CC(=C(COC=2C=C(C=CC2F)C2=CC(=C(C=C2)CC2=NC3=C(N2CC2OCCC2)C=CC=C3)F)C=C1)F 2-((3'-(4-Cyano-2-fluorobenzyloxy)-3,4'-difluorobiphenyl-4-yl)methyl)-1-((tetrahydrofuran-2-yl)methyl)-1H-benzo[d]imidazol